CN1N=CC=2C=3N=CC=C(NC4=NC=C5C(=NN([C@H](CCOC12)C)C5=C4)C4=CC=C(N4C)CO)N3 [5-[(16S)-11,16-dimethyl-13-oxa-2,6,10,11,17,18,22,25-octazapentacyclo[15.5.2.13,7.08,12.020,24]pentacosa-1(22),3,5,7(25),8(12),9,18,20,23-nonaen-19-yl]-1-methyl-pyrrol-2-yl]methanol